CC1(C2C3C4C=CC(C3C(C1)C2)C4)C(=O)OCC 8-methyl-8-ethoxycarbonyl-tetracyclo[4.4.0.12,5.17,10]dodec-3-ene